N-[(3,5-Difluoropyridin-2-yl)methyl]-2-[(3R)-3'-ethyl-3-methyl[1,4'-bipiperidin]-1'-yl]-1,3-thiazole-5-carboxamide FC=1C(=NC=C(C1)F)CNC(=O)C1=CN=C(S1)N1CC(C(CC1)N1C[C@@H](CCC1)C)CC